tert-Butyl N-[(2-phenyl-1,6-naphthyridin-7-yl)methyl]carbamate C1(=CC=CC=C1)C1=NC2=CC(=NC=C2C=C1)CNC(OC(C)(C)C)=O